N=1C=C(N2C1C=CC=C2)C2=NC(=NC=C2C)NC=2C=NC(=CC2)N2CCOCC2 4-(Imidazo[1,2-a]pyridin-3-yl)-5-methyl-N-(6-morpholinopyridin-3-yl)pyrimidin-2-amine